BrC=1C=CC(=NC1)C=1N(C=C(N1)C(F)(F)F)C 5-bromo-2-(1-methyl-4-(trifluoromethyl)-1H-imidazol-2-yl)pyridine